7-Bromo-2-(((4-(((tertbutyldimethylsilyl)oxy)methyl)cyclohexyl)thio)methyl)quinazolin-4(3H)-one BrC1=CC=C2C(NC(=NC2=C1)CSC1CCC(CC1)CO[Si](C)(C)C(C)(C)C)=O